3-(4-((7-(Azacyclooctan-1-yl)heptyl)thio)-1-oxoisoindolin-2-yl)piperidine-2,6-dione N1(CCCCCCC1)CCCCCCCSC1=C2CN(C(C2=CC=C1)=O)C1C(NC(CC1)=O)=O